tert-butyl 4-(2-bromo-5-ethyl-7-oxo-4,7-dihydrothiazolo[5,4-b]pyridin-6-yl)piperazine-1-carboxylate BrC=1SC=2NC(=C(C(C2N1)=O)N1CCN(CC1)C(=O)OC(C)(C)C)CC